CN(C1=C(C=C(C=C1)S(=O)(=O)[O-])C=1N=CN(C1)C)C1=CC(=CC=C1)S(F)(F)(F)(F)F N-methyl-3-(1-methyl-1H-imidazol-4-yl)-4-((3-(pentafluoro-λ6-sulfanyl)phenyl)amino)benzenesulfonate